ClC(=O)CCSSCCC(=O)Cl 3-(2-Chlorocarbonyl-ethyldithio)-propionyl chloride